N1(CCOCC1)C1=CC2=C(NC(O2)=S)C=C1 6-morpholinylbenzo[d]oxazole-2(3H)-thione